NC1=NNC2=C1C(=NC=C2C=2SC1=C(N2)C=CC=C1)C1=CC=C(CNC(C2=C(C=CC(=C2)F)OC)=O)C=C1 N-(4-(3-amino-7-(benzo[d]thiazol-2-yl)-1H-pyrazolo[4,3-c]pyridin-4-yl)benzyl)-5-fluoro-2-methoxybenzamide